C(#N)C(C)(C)C1=CC(=NC=C1)C(=O)NC1=C(C=CC(=C1)C=1C=NC2=CC(=NC=C2C1)N(C)CC1=CC=C(C=C1)OC)F 4-(2-cyanoprop-2-yl)-N-(2-fluoro-5-(7-((4-methoxybenzyl)(methyl)amino)-1,6-naphthyridin-3-yl)phenyl)picolinamide